BrC=1C=C(C=CC1)N1C[C@@H](CC1=O)C(=O)NC1C2CCC(C1)N2C#N (3R)-1-(3-bromophenyl)-N-(7-cyano-7-azabicyclo[2.2.1]heptan-2-yl)-5-oxo-3-pyrrolidinecarboxamide